ClC1=NC2=C(C=CC=C2C=2N1N=C(N2)C2=CC=C(C=C2)OC)N(C)C 5-chloro-2-(4-methoxyphenyl)-N,N-dimethyl[1,2,4]triazolo[1,5-c]quinazolin-7-amine